trans-4-(2-Amino-3,5-dibromobenzylamino)cyclohexane NC1=C(CNC2CCCCC2)C=C(C=C1Br)Br